FC1(C2=CC=CC=C2C=2C=C(C=C(C12)C)C(=O)O)F 9,9-difluoro-1-methyl-9H-fluorene-3-carboxylic acid